(5-((5-bromo-2-((2-ethoxy-5-(1-methyl-1H-pyrazol-4-yl)-4-(4-(piperazin-1-yl)piperidin-1-yl)phenyl)amino)pyrimidin-4-yl)amino)-2-phenylpyridin-4-yl)dimethylphosphine oxide BrC=1C(=NC(=NC1)NC1=C(C=C(C(=C1)C=1C=NN(C1)C)N1CCC(CC1)N1CCNCC1)OCC)NC=1C(=CC(=NC1)C1=CC=CC=C1)P(C)(C)=O